C1(CC1)C1=CC=C(C=C1)[C@](C=1C=C(C=CC1)C1=NC(=NO1)CC(C)(O)C)(C1(CNC1)C)O 1-(5-{3-[(S)-(4-Cyclopropyl-phenyl)-hydroxy-(3-methyl-azetidin-3-yl)-methyl]-phenyl}-[1,2,4]oxadiazol-3-yl)-2-methyl-propan-2-ol